NC1=NC=CC(=C1[N+](=O)[O-])C=1C=NN(C1)C=1NC=C(C1)CC#N 2-(2-(4-(2-amino-3-nitropyridin-4-yl)-1H-pyrazol-1-yl)Azol-4-yl)acetonitrile